C(#C)C1=C2C(=CN=CC2=CC=C1F)C1=C(C=2N=C(N=C(C2C=N1)N(C[C@H]1NCCC1)C)N1CCC(CC1)(O)C)F (S)-1-(7-(5-ethynyl-6-fluoroisoquinolin-4-yl)-8-fluoro-4-(methyl(pyrrolidin-2-ylmethyl)amino)pyrido[4,3-d]pyrimidin-2-yl)-4-methylpiperidin-4-ol